ClC1=C(C=CC=C1C1=C(C(=NC=C1)C=1C=C2CNCC2=CC1)Cl)C1=CC=C(C(=N1)OC)CN(C1CCN(CC1)C(C)=O)C 1-(4-(((6-(2-Chloro-3-(3-chloro-2-(isoindolin-5-yl)pyridin-4-yl)phenyl)-2-methoxypyridin-3-yl)methyl)(methyl)amino)piperidin-1-yl)ethan-1-one